OC1=NC2=CC=C(C=C2C=C1C(=O)O)C(=C)C 2-hydroxy-6-(prop-1-en-2-yl)quinoline-3-carboxylic acid